6-((R)-1-hydroxyethyl)-7-oxo-3-(propylthio)-4-thia-1-azabicyclo[3.2.0]hept-2-ene-2-carboxylate O[C@H](C)C1C2SC(=C(N2C1=O)C(=O)[O-])SCCC